2-(2-amino-3-methylbutyramido)-4-methylvaleric acid NC(C(=O)NC(C(=O)O)CC(C)C)C(C)C